4-[(2S)-2-[3-(4-chloro-1-methyl-1H-indazol-6-yl)azetidin-1-yl]-3-methylbutyl]piperazine-1-carboxylic acid tert-butyl ester C(C)(C)(C)OC(=O)N1CCN(CC1)C[C@H](C(C)C)N1CC(C1)C1=CC(=C2C=NN(C2=C1)C)Cl